C(C\C=C/CC)OC(C1=C(C=CC=C1)O)=O 2-hydroxybenzoic acid (3Z)-3-hexen-1-yl ester